1-benzyl (3R)-3-carbamoyl-3-methyl-pyrrolidine-1-carboxylate C(N)(=O)[C@]1(CN(CC1)C(=O)OCC1=CC=CC=C1)C